N1(CCNCC1)CC(=O)O piperazineacetic acid